FC1(CCNCC1)F 4,4-difluoropiperidine